[N+](=[N-])=CC(F)(F)F diazotrifluoroethane